[C@@H]12CN(C[C@H]2C1)C1=CC=C(C=C1)[C@H](C)N1N=CC2=C(C=CC(=C12)C(=O)NC1CC2(CC(C2)C(=O)O)C1)Cl (Ra)-6-(1-((S)-1-(4-((1R,5S)-3-azabicyclo[3.1.0]hexan-3-yl)phenyl)ethyl)-4-chloro-1H-indazole-7-carboxamido)spiro[3.3]heptane-2-carboxylic acid